C1(CC1)C=1N=C2N(N=CC(=C2)O)C1 cyclopropylimidazo[1,2-b]pyridazin-7-ol